C(C)(C)(C)OC(=O)N1CCN(CC1)CC1=CC=C(C(=C1C#CC(C(=O)O)(C)C)F)C 4-(6-((4-(tert-butoxycarbonyl)piperazin-1-yl)methyl)-2-fluoro-3-methylphenyl)-2,2-dimethylbut-3-ynoic acid